4-((2R,4R)-4-(methoxycarbonyl)-2-methylpiperidin-1-yl)-4-oxobutanoic acid COC(=O)[C@H]1C[C@H](N(CC1)C(CCC(=O)O)=O)C